ClC=1C=C(C=CC1C(=O)N[C@H]1[C@H]2CC[C@@H](C1)N2C#N)C2=CC(=CC(=C2)CC#N)Cl 3,3'-dichloro-N-((1R,2R,4S)-7-cyano-7-azabicyclo[2.2.1]heptan-2-yl)-5'-(cyanomethyl)[biphenyl]-4-carboxamide